The molecule is a member of the cadinene family of sesquiterpenes in which the isopropyl group is cis to the hydrogen at the adjacent bridgehead carbon (the 1S,4aR,8aR enantiomer). It is a cadinene and a member of octahydronaphthalenes. It is an enantiomer of a (-)-gamma-cadinene. CC1=C[C@@H]2[C@@H](CC1)C(=C)CC[C@H]2C(C)C